FC=1C=C(C=CC1F)C1(C[C@@H](N(CC1)S(=O)(=O)C1=CC=C(C)C=C1)C)C(=O)OC methyl (2S)-4-(3,4-difluorophenyl)-2-methyl-1-tosylpiperidine-4-carboxylate